C(C)(C)(C)OC(=O)N[C@H](C(=O)O)CNC(=O)NC1CCC(C2=CC=CC=C12)(C)C (2S)-2-(tert-butoxycarbonylamino)-3-(3-(4,4-dimethyl-1,2,3,4-tetrahydronaphthalen-1-yl)ureido)propanoic acid